5-((1-(2-Chloro-4-(4-methylpiperazin-1-yl)phenyl)-1H-imidazol-4-yl)amino)pyrazine-2-carbonitrile ClC1=C(C=CC(=C1)N1CCN(CC1)C)N1C=NC(=C1)NC=1N=CC(=NC1)C#N